COC(C(=C)C1=C(C=CC(=C1)Br)[N+](=O)[O-])=O 2-(5-bromo-2-nitrophenyl)acrylic acid methyl ester